(3R)-N,N-dimethyl-1-{1-[5-(pyridin-4-yl)-1H-pyrazole-3-carbonyl]piperidine-4-carbonyl}pyrrolidin-3-amine CN([C@H]1CN(CC1)C(=O)C1CCN(CC1)C(=O)C1=NNC(=C1)C1=CC=NC=C1)C